(2r,3as,6s,6ar)-6-((2-amino-3-chloroquinolin-7-yl)methyl)-2-(4-methyl-7H-pyrrolo[2,3-d]pyrimidin-7-yl)hexahydro-2H-cyclopenta[b]furan-3,3a-diol NC1=NC2=CC(=CC=C2C=C1Cl)C[C@@H]1CC[C@]2([C@@H]1O[C@H](C2O)N2C=CC1=C2N=CN=C1C)O